FC1=CC(=C(C=C1C)B(O)O)C 4-FLUORO-2,5-DIMETHYLPHENYLBORONIC ACID